(5-acetamido-3-fluoro-2-methoxyphenyl)butanoic acid C(C)(=O)NC=1C=C(C(=C(C1)C(C(=O)O)CC)OC)F